COC(COC1=CC=C(C=C1)[C@H](C1=C(C=NC2=CC(=CC=C12)O)C1=C(C=C(C=C1)C(F)(F)F)F)O)OC 4-[(R)-[4-(2,2-Dimethoxyethoxy)phenyl]-hydroxy-methyl]-3-[2-fluoro-4-(trifluoromethyl)phenyl]quinolin-7-ol